C1(CC1)OC1=NN(C=C1N)C1COC1 3-cyclopropoxy-1-(oxetan-3-yl)-1H-pyrazol-4-amine